perfluoro isopropyl ketone C(C)(C)C(=O)F